2,7-bis(4-(benzo[d]oxazol-2-yl)phenyl)[1]benzothieno[3,2-b][1]benzothiophene O1C(=NC2=C1C=CC=C2)C2=CC=C(C=C2)C2=CC1=C(C=C2)C=2SC3=C(C2S1)C=CC(=C3)C3=CC=C(C=C3)C=3OC1=C(N3)C=CC=C1